(3R,4R)-4-{6-[3-(4-mesyl-2-anisidino)-1-propynyl]-1-(2,2,2-trifluoroethyl)-4-indolylamino}-1-methyl-3-piperidinecarbonitrile S(=O)(=O)(C)C=1C=C(C(OC)=CC1)NCC#CC1=CC(=C2C=CN(C2=C1)CC(F)(F)F)N[C@H]1[C@@H](CN(CC1)C)C#N